methyl (2S)-2-(((benzyloxy)carbonyl)amino)-3-(4-(((((S)-1-isopropoxy-1-oxopropan-2-yl)amino)(4-nitrophenoxy)phosphoryl)oxy)phenyl)propanoate C(C1=CC=CC=C1)OC(=O)N[C@H](C(=O)OC)CC1=CC=C(C=C1)OP(=O)(OC1=CC=C(C=C1)[N+](=O)[O-])N[C@H](C(=O)OC(C)C)C